dipropylplatinum C(CC)[Pt]CCC